CO[Si](C(CN1C(N(C(N(C1=O)CC(C)[Si](OC)(OC)OC)=O)CC(C)[Si](OC)(OC)OC)=O)C)(OC)OC 1,3,5-tris[2-(trimethoxysilyl)propyl]-1,3,5-triazine-2,4,6(1H,3H,5H)-trione